C(C1=CC=CC=C1)N1CC2(CC(N(C2)C(=O)OC(C)(C)C)=O)CC1 tert-Butyl 7-benzyl-3-oxo-2,7-diazaspiro[4.4]nonane-2-carboxylate